C(C)(=O)NC=1N=C2N(N=C(C=C2)C=2C=C(C(=NC2C)OC[2H])C(=O)NC([2H])C2=C(C=CC(=C2)OC(F)(F)F)F)C1 5-{2-acetamidoimidazo[1,2-b]pyridazin-6-yl}-N-{[2-fluoro-5-(trifluoromethoxy)phenyl](deutero)methyl}-2-(deutero)methoxy-6-methylpyridine-3-carboxamide